N-[3-[3-(3-methoxyazetidin-1-yl)-1-(2-methylpropyl)pyrazolo[4,3-c]pyridin-6-yl]-1H-pyrazol-4-yl]-7-methyl-4-azaspiro[2.5]octane-4-carboxamide COC1CN(C1)C1=NN(C2=C1C=NC(=C2)C2=NNC=C2NC(=O)N2C1(CC1)CC(CC2)C)CC(C)C